N-(t-butoxycarbonyl)-O-benzyl-L-serine C(C)(C)(C)OC(=O)N[C@@H](COCC1=CC=CC=C1)C(=O)O